COC1=CC=C(C=C1)C=CC(=O)N(C1=NC=CC=C1)CCSC 3-(4-methoxyphenyl)-N-(2-methylsulfanylethyl)-N-(2-pyridyl)-prop-2-enamide